C(CCCCCCCCCCC)(=O)[O-].C(CCCCCCCCCCC)(=O)[O-].[Sn+2] tin di-laurate